C1(CC1)C=1C=NN(C1/C=C/C1CCN(CC1)C1=NC=C(C(=O)O)C=C1)C1=C(C=CC=C1Cl)Cl (E)-6-(4-(2-(4-Cyclopropyl-1-(2,6-dichlorophenyl)-1H-pyrazol-5-yl)vinyl)piperidin-1-yl)nicotinic acid